COC1=C(C(=CC(=C1)C(C)(C)CC)OC)C=1C=2N(C=CC1C)C=CN2 8-(2,6-dimethoxy-4-tert-pentylphenyl)-7-methylimidazo[1,2-a]pyridine